C(C)C(C(=O)O)CCCCCCCCCC\C=C/CCCCCCCC.C(CCCCCCCCCCCC=CCCCCCCCC)(=O)OCC Ethyl 13-docosenoate (ethylerucate)